2-fluorophenyl sulfite S(=O)(OC1=C(C=CC=C1)F)[O-]